C(C)(C)(C)OC(=O)N1CC2(C1)CC(C2)(O)C2=CC(=CC=C2)F.BrC(C2=CC1=CC=CC=C1C=C2)Br 2-(dibromomethyl)naphthalene tert-butyl-6-(3-fluorophenyl)-6-hydroxy-2-azaspiro[3.3]heptane-2-carboxylate